7-Chloro-4-((2,2-difluoroethyl)amino)-1-phenylquinazolin-2(1H)-one ClC1=CC=C2C(=NC(N(C2=C1)C1=CC=CC=C1)=O)NCC(F)F